(6R)-6-{[2-(2,3-dichlorophenyl)[1,2,4]triazolo[1,5-c]quinazolin-5-yl]amino}-1,4-diazepan-5-one ClC1=C(C=CC=C1Cl)C1=NN2C(=NC=3C=CC=CC3C2=N1)N[C@H]1C(NCCNC1)=O